ClC=1C(=CC2=C(C(N3[C@@H](CO2)C[C@@H](C3)ON3C(CCC2=CC=CC=C32)=O)=O)C1OC(C)C)C (2S,11aR)-7-chloro-6-isopropoxy-8-methyl-2-((2-oxo-1,2,3,4-tetrahydroquinolin-1-yl)oxy)-2,3,11,11a-tetrahydro-1H,5H-benzo[f]pyrrolo[2,1-c][1,4]oxazepin-5-one